(2-hydroxy-5-aminophenyl)acetaldehyde OC1=C(C=C(C=C1)N)CC=O